ClC=1C=C(C=C(C1)F)NC(NC1=C(C(=O)NCC)C=CC(=C1)OC)=O 2-[3-(3-chloro-5-fluorophenyl)ureido]-4-methoxy-N-ethylbenzamide